1-methyl-2-oxo-4-{4-[5-(propan-2-yl)-1,3-benzoxazol-2-yl]piperidin-1-yl}-1,2-dihydroquinoline-3-carbonitrile CN1C(C(=C(C2=CC=CC=C12)N1CCC(CC1)C=1OC2=C(N1)C=C(C=C2)C(C)C)C#N)=O